O=C1NC(CCC1N1C(C2=CC=CC(=C2C1)C1=CN=C(N1C)CC=1C(=NC=CC1)C(=O)N)=O)=O ((5-(2-(2,6-dioxopiperidin-3-yl)-1-oxoisoindolin-4-yl)-1-methyl-1H-imidazol-2-yl)methyl)picolinamide